C1(CC1)C=1C(=NON1)C(=O)N[C@H](C=1N=C2N(N=CC(=C2)C[C@@]23CCC[C@@H](NC2=O)C3)C1)C1CCC(CC1)(F)F |o1:21,25| 4-Cyclopropyl-N-[(S)-(4,4-difluorocyclohexyl)-[7-[[(1R*,5R*)-7-oxo-6-azabicyclo[3.2.1]octan-1-yl]methyl]imidazo[1,2-b]pyridazin-2-yl]methyl]-1,2,5-oxadiazole-3-carboxamide